CC1(OC=2C=C(C=C(C2C=C1)O)C(C)(CCCCCC)C)CCC=C(C)C 2-Methyl-7-(2-methyloctan-2-yl)-2-(4-methylpent-3-enyl)chromen-5-ol